methyl-N-(oxetan-3-yl)acetamide CCC(=O)NC1COC1